COC=1C=C2CC[C@@H](NC2=CC1)C(=O)OC (R)-Methyl 6-methoxy-1,2,3,4-tetrahydroquinoline-2-carboxylate